ClC1=CC=C(C(=N1)C(=O)OC(C)(C)C)N[C@H](C)C=1C=C(C=C2C(N(C(=NC12)C=1C=NC(=CC1)C=1C=NN(C1)C)C)=O)C tert-Butyl (R)-6-chloro-3-((1-(3,6-dimethyl-2-(6-(1-methyl-1H-pyrazol-4-yl)pyridin-3-yl)-4-oxo-3,4-dihydroquinazolin-8-yl)ethyl)amino)picolinate